Cl.N1C[C@@H](CC1)NC(C)=O (R)-N-(pyrrolidin-3-yl)acetamide hydrochloride